CC1(C2CNC(C12)=O)C 6,6-dimethyl-3-azabicyclo[3.1.0]hexan-2-one